O1CCC(CC1)N1C=NC=2C=NC=3C=CC=CC3C21 1-(tetrahydro-2H-pyran-4-yl)-1H-imidazo[4,5-c]quinoline